tetrahydropyran-4-yl-pyrimidin-4-amine O1CCC(CC1)C1=NC=CC(=N1)N